tert-butyl 8-(3-(pyridin-4-yl)-2,6-naphthyridin-1-yl)-2,8-diazaspiro[4.5]decane-2-carboxylate N1=CC=C(C=C1)C=1N=C(C2=CC=NC=C2C1)N1CCC2(CCN(C2)C(=O)OC(C)(C)C)CC1